phenylpropyl cinnamate C(C=CC1=CC=CC=C1)(=O)OCCCC1=CC=CC=C1